2-{3-[6-(2,3-Dihydro-benzo[1,4]dioxin-5-yl)-2-methoxy-pyridin-3-ylamino]-phenyl}-N-(1-methyl-piperidin-4-ylmethyl)-acetamide O1CCOC2=C1C=CC=C2C2=CC=C(C(=N2)OC)NC=2C=C(C=CC2)CC(=O)NCC2CCN(CC2)C